(S)-1-([1,1'-biphenyl]-4-yl)-3-(1-((4-hydroxypyridin-2-yl)methyl)pyrrolidin-3-yl)-1,3-dihydro-2H-imidazo[4,5-b]pyridin-2-one C1(=CC=C(C=C1)N1C(N(C2=NC=CC=C21)[C@@H]2CN(CC2)CC2=NC=CC(=C2)O)=O)C2=CC=CC=C2